FC1=CC=C(OCCC(CN2C=NC=C2)C2=CC=C(C=C2)OC)C=C1 1-(4-(4-fluorophenoxy)-2-(4-methoxyphenyl)butyl)-1H-imidazole